FC(C=1N=COC1C(=O)N1[C@@H](C2=C(CC1)NC=N2)C=2OC1=C(N2)C=CC=C1C(F)(F)F)F (S)-(4-(difluoromethyl)oxazol-5-yl)(4-(7-(trifluoromethyl)benzo[d]oxazol-2-yl)-6,7-dihydro-1H-imidazo[4,5-c]pyridin-5(4H)-yl)methanone